(oxazol-2-yl)phenol O1C(=NC=C1)C1=C(C=CC=C1)O